butyl-5-fluoro-N-[2-fluoro-4-methyl-5-(4,4,5,5-tetramethyl-1,3,2-dioxaborolan-2-yl)phenyl]pyrazole-4-carboxamide C(CCC)C1=NNC(=C1C(=O)NC1=C(C=C(C(=C1)B1OC(C(O1)(C)C)(C)C)C)F)F